(E)-5,9-dimethyl-2-propionyl-dec-4,8-dienoic acid methyl ester COC(C(C\C=C(\CCC=C(C)C)/C)C(CC)=O)=O